N-(1H-benzo[d]imidazol-2-yl)-1-cyano-pyrrolidine-3-carboxamide N1C(=NC2=C1C=CC=C2)NC(=O)C2CN(CC2)C#N